OC1C(N(CCC1)C)=O hydroxy-1-methylpiperidin-2-one